(R)-1-(3-(azetidin-3-yl)-1-(4-(trifluoromethoxy)phenyl)-1H-pyrazolo[3,4-b]pyridin-4-yl)-3-hydroxypyrrolidin-2-one N1CC(C1)C1=NN(C2=NC=CC(=C21)N2C([C@@H](CC2)O)=O)C2=CC=C(C=C2)OC(F)(F)F